3-(4-((cyclopropylmethyl)((1s,4s)-4-(((1-(trifluoromethyl)cyclopropyl)methyl)amino)cyclohexyl)amino)-1-oxoisoindolin-2-yl)piperidine-2,6-dione bis(2,2,2-trifluoroacetate) FC(C(=O)O)(F)F.FC(C(=O)O)(F)F.C1(CC1)CN(C1=C2CN(C(C2=CC=C1)=O)C1C(NC(CC1)=O)=O)C1CCC(CC1)NCC1(CC1)C(F)(F)F